OCCN1CC(=CC2=C1N=C(N=C2)S(=O)(=O)C)C2=CC=CC=C2 8-(2-hydroxyethyl)-2-(methylsulfonyl)-6-phenylpyrido[2,3-d]pyrimidin